ClCC1OCCC2=C1C=CS2 4-(chloromethyl)-6,7-dihydro-4H-thieno[3,2-c]pyran